N(=C=S)CC1=C(C=CC=C1)CN1N=NC2=C1N=CN=C2 3-{[2-(isothiocyanatomethyl)phenyl]methyl}-3H-[1,2,3]triazolo[4,5-d]pyrimidine